2-methyl-7-(piperazin-1-yl)-1,3-benzoxazole-4-carboxamide hydrochloride Cl.CC=1OC=2C(N1)=C(C=CC2N2CCNCC2)C(=O)N